3,3'-methylenebis(cyclohexylamine) C(C1CC(CCC1)N)C1CC(CCC1)N